(2S)-1-[3-cyano-6-methyl-4-(trifluoromethyl)-2-pyridinyl]Pyrrolidine-2-carboxylic acid tert-butyl ester C(C)(C)(C)OC(=O)[C@H]1N(CCC1)C1=NC(=CC(=C1C#N)C(F)(F)F)C